C(C1=CC=CC=C1)N1C(C2=C(C=3C=CC=NC13)CCN(C2)CC2CCCC2)=O 6-benzyl-3-(cyclopentylmethyl)-2,3,4,6-tetrahydropyrido[3,4-c][1,8]naphthyridin-5(1H)-one